N[C@@H](CO)C1=CC=C(C=C1)S(=O)(=O)CC (R)-2-amino-2-(4-(ethylsulphonyl)phenyl)ethanol